p-vinylphenyl-N,N,N-trimethylammonium Ammonium hydroxide [OH-].[NH4+].C(=C)C1=CC=C(C=C1)[N+](C)(C)C.[OH-]